4-(Benzo[d][1,3]dioxol-5-yl)-5-(2-hydroxyquinolin-4-yl)-2,4-dihydro-3H-1,2,4-triazole-3-thione O1COC2=C1C=CC(=C2)N2C(NN=C2C2=CC(=NC1=CC=CC=C21)O)=S